ClC=1C=C(C=NC1N1N=NC=C1C#N)NC(=O)C=1C=NN(C1C(F)(F)F)C1=C2C=CC=NC2=CC=C1 N-(5-chloro-6-(5-cyano-1H-1,2,3-triazol-1-yl)pyridin-3-yl)-1-(quinolin-5-yl)-5-(trifluoromethyl)-1H-pyrazole-4-carboxamide